N1(N=CC=C1)C=1C=C(C=NC1)C=1N=NN(C1)C(C)N1C(C=C(C=C1)N1C[C@@H](CCC1)NCC1CCC1)=O 1-(1-(4-(5-(1H-pyrazol-1-yl)pyridin-3-yl)-1H-1,2,3-triazol-1-yl)ethyl)-4-((R)-3-((cyclobutylmethyl)amino)piperidin-1-yl)pyridin-2(1H)-one